Cyclopropyl(5-(4-((7-ethyl-6-oxo-5,6-dihydro-1,5-naphthyridin-3-yl)methyl) piperazin-1-yl)pyridin-2-yl)carbamate C1(CC1)OC(NC1=NC=C(C=C1)N1CCN(CC1)CC=1C=NC=2C=C(C(NC2C1)=O)CC)=O